[Si](C1=CC=CC=C1)(C1=CC=CC=C1)(C(C)(C)C)OC[C@@H]1CCC(N1C(=O)OC(C)(C)C)C(=O)OC 1-(tert-butyl) 2-methyl (5S)-5-(((tert-butyldiphenylsilyl)oxy)methyl)pyrrolidine-1,2-dicarboxylate